NC=1C2=C(N=CN1)C(=CN2C2=CC=C(C=C2)OC2=CC=CC=C2)C2CCC(CC2)=O 4-(4-amino-5-(4-phenoxyphenyl)-5H-pyrrolo[3,2-d]pyrimidin-7-yl)cyclohexan-1-one